C1(CC1)C1=C(C=CC=C1)C=1C=C2C(CC3(CN(C(C3)([2H])[2H])C(=O)C3=NC=C(C=C3)F)C2=CC1)([2H])O (5-(2-cyclopropylphenyl)-3-hydroxy-2,3-dihydrospiro[indene-1,3'-pyrrolidine]-1'-yl-3,5',5'-d3)(5-fluoropyridin-2-yl)methanone